N1[C@@H](CCC1)C(=O)N[C@@H](CO)C(=O)O prolylserin